ethyl 2-(4-chloro-2-fluoro-phenyl)-6-[2-(1-cyclopropylpyrazol-4-yl)morpholin-4-yl]-3-formyl-pyridine-4-carboxylate ClC1=CC(=C(C=C1)C1=NC(=CC(=C1C=O)C(=O)OCC)N1CC(OCC1)C=1C=NN(C1)C1CC1)F